1-(3-aminopropyl)piperidin-2-one TFA salt OC(=O)C(F)(F)F.NCCCN1C(CCCC1)=O